BrC=1C=C(C=CC1)C(C(=O)N(C)OC)(CCCOC(C)(C=C)C)C 2-(3-Bromophenyl)-N-methoxy-N,2-dimethyl-5-((2-methylbut-3-en-2-yl)oxy)pentanamide